OCCN(C(CC1=NOC(=N1)CN1C(N(C(C1=O)=O)CC1COCC1)=O)=O)C1=C(C=CC=C1)OC N-(2-hydroxyethyl)-N-(2-methoxyphenyl)-2-(5-((2,4,5-trioxo-3-((tetrahydrofuran-3-yl)methyl)imidazolidin-1-yl)methyl)-1,2,4-oxadiazol-3-yl)acetamide